(S)-2-amino-4-(2-benzyloxyethoxy)butyric acid N[C@H](C(=O)O)CCOCCOCC1=CC=CC=C1